C(CCCCCCC)SCCCCCCCCCN(CCCO)CCCCCCCCCSCCCCCCCC 3-(bis(9-(octylthio)nonyl)amino)propan-1-ol